BrC=1C=C(C=CC1)S(=O)(=O)N1C2CN(CC1CC2)C(=O)C2=CN=NN2 {8-[(3-bromophenyl)sulfonyl]-3,8-diazabicyclo[3.2.1]oct-3-yl}(1H-1,2,3-triazol-5-yl)methanone